cobalt oxide silicon [Si].[Co]=O